5-chloro-1-fluoro-2-iodo-3-(methoxymethoxy)benzene ClC=1C=C(C(=C(C1)F)I)OCOC